O1N=C(C=C1)CCC1=C(C=C2C=C(NC2=C1)CNC(=O)C1(CC1)C)OC(F)(F)F N-({6-[2-(3-isoxazolyl)ethyl]-5-trifluoromethoxy-2-indolyl}methyl)1-methylcyclopropanecarboxamide